C(=O)(O)C1=CC=C(C=C1)CCC1=CC=C(C=C1)C(=O)O 1,2-bis(p-carboxyphenyl)ethane